((3S,4S,6R)-4-(3,4-difluorophenyl)-6-(3-(pyrrolidin-1-yl)propyl)piperidin-3-yl)-5,6-dihydropyrazolo[1,5-d]thieno[3,2-f][1,4]oxazepin-2-carboxamide FC=1C=C(C=CC1F)[C@@H]1[C@H](CN[C@@H](C1)CCCN1CCCC1)C1=C(SC2=C1C=1N(CCO2)N=CC1)C(=O)N